C(CCCCCCCC)OC(C1=CC=CC(=C1)Cl)=O 5-chlorobenzoic acid nonyl ester